ClC=1C=C(C=CC1F)[C@@](C)([C@@H]1C[C@H](C1)C(F)(F)F)NC(=O)N1[C@@H](C(NCC1)=O)C |o1:8| (2R)-N-((R or S)-1-(3-chloro-4-fluorophenyl)-1-(trans-3-(trifluoromethyl)cyclobutyl)ethyl)-2-methyl-3-oxopiperazine-1-carboxamide